FC(C1=C(C=CC(=C1)C(=O)O)C(=O)O)(F)F 2-(trifluoromethyl)-1,4-benzenedicarboxylic acid